(2-methylpyridin-4-yl)-1-trityl-6-vinyl-1H-pyrazolo[4,3-c]Pyridine CC1=NC=CC(=C1)C1=NN(C2=C1C=NC(=C2)C=C)C(C2=CC=CC=C2)(C2=CC=CC=C2)C2=CC=CC=C2